OC[C@@H]1CCC(N1C)=O (5S)-5-(hydroxymethyl)-1-methyl-pyrrolidin-2-one